6-chloro-7-(2-hydroxyethoxy)-4-(6-methoxy-2,3-dihydrobenzo[e][1,4]oxazepin-1(5H)-yl)-1-methylquinazolin-2(1H)-one ClC=1C=C2C(=NC(N(C2=CC1OCCO)C)=O)N1CCOCC2=C1C=CC=C2OC